C(C)(=O)[O-].C(C)(=O)[O-].[Mo+2] molybdenum diacetate